(3S,4R,5R,6S)-1-[(3E)-6-{[2-(2,3,4-trifluorophenyl)-1,3-thiazol-4-yl]methoxy}-3-hexen-1-yl]-3,4,5,6-azepanetetrol FC1=C(C=CC(=C1F)F)C=1SC=C(N1)COCC/C=C/CCN1C[C@@H]([C@H]([C@@H]([C@H](C1)O)O)O)O